4-[1-(7-fluoro-1-methyl-[1,2,4]triazolo[4,3-a]quinazolin-5-yl)-4-methyl-3,5-dihydro-2H-1,4-benzodiazepin-6-yl]-2-methyl-but-3-yn-2-ol FC=1C=C2C(=NC=3N(C2=CC1)C(=NN3)C)N3CCN(CC1=C3C=CC=C1C#CC(C)(O)C)C